N,N-dichloro-t-butylamine ClN(Cl)C(C)(C)C